C(C1=CC=CC=C1)N1CCC(CC1)CNC(CCC1=CC=C(C(=O)NO)C=C1)=O 4-(3-(((1-benzylpiperidin-4-yl)methyl)amino)-3-oxopropyl)-N-hydroxybenzoamide